tert-Butyl 4-[3-cyano-4-(trifluoromethyl)phenoxy]piperidine-1-carboxylate C(#N)C=1C=C(OC2CCN(CC2)C(=O)OC(C)(C)C)C=CC1C(F)(F)F